1-(2-Methoxyethyl)-1H-indazol-3-amine COCCN1N=C(C2=CC=CC=C12)N